CC(CCC[Li])CC(CCCCCCCCCCCC)C 4,6-dimethyloctadecyllithium